OCC[N+](CC1=CC=CC=C1)(C)C 2-hydroxy-ethyl-dimethyl-benzyl-ammonium